Dimethyl 4-(((tert-butoxycarbonyl)amino)methyl)-5-(3-((tert-butyldimethylsilyl)oxy)propyl)phthalate C(C)(C)(C)OC(=O)NCC=1C=C(C(C(=O)OC)=CC1CCCO[Si](C)(C)C(C)(C)C)C(=O)OC